CN(CC[C@H](CSC1=CC=CC=C1)NC1=C(C=C(C=C1)S(=O)(=O)N)S(=O)(=O)C(F)(F)F)C (R)-4-((4-(dimethylamino)-1-(phenylthio)butan-2-yl)amino)-3-((trifluoromethyl)sulfonyl)benzenesulfonamide